N-[(1R)-1-(5-bromopyridin-2-yl)ethyl]-2-(4-cyano-5-methyl-2-oxo-1H-quinolin-3-yl)acetamide BrC=1C=CC(=NC1)[C@@H](C)NC(CC=1C(NC2=CC=CC(=C2C1C#N)C)=O)=O